(3R,5R)-5-(3-(1-methyl-3-((trifluoromethoxy) methyl)-1H-pyrazole-5-carboxamido)-1H-pyrazol-5-yl)tetrahydrofuran-3-yl (3-methyloxetan-3-yl)carbamate CC1(COC1)NC(O[C@H]1CO[C@H](C1)C1=CC(=NN1)NC(=O)C1=CC(=NN1C)COC(F)(F)F)=O